2-(4-{5-[5-Fluoro-6-(2-methoxyethoxy)-1H-indazol-3-yl]-1,2-oxazol-3-yl}phenyl)-1λ6,2-thiazolidine-1,1-dione FC=1C=C2C(=NNC2=CC1OCCOC)C1=CC(=NO1)C1=CC=C(C=C1)N1S(CCC1)(=O)=O